C(C)C=1N=C(C2=C(N1)C(=CS2)C)N[C@H](CN2CCN(CC2)S(=O)(=O)C2=C(N=C(S2)NC(C)=O)C)C N-[5-({4-[(2S)-2-({2-ethyl-7-methylthieno[3,2-d]pyrimidin-4-yl}amino)propyl]piperazin-1-yl}sulfonyl)-4-methyl-1,3-thiazol-2-yl]acetamid